4-(4-chloro-2-fluorophenyl)-2-((2S)-2-(1-cyclopropyl-1H-pyrazol-4-yl)-4-morpholinyl)-6,7-dimethylpteridine ClC1=CC(=C(C=C1)C1=NC(=NC2=NC(=C(N=C12)C)C)N1C[C@@H](OCC1)C=1C=NN(C1)C1CC1)F